CSC=1C=C(C=CC1)N1B(C2=C(C(=N1)CCC)C=CC=C2)O 2-[m-(methylthio)phenyl]-4-propyl-1,2-dihydro-2,3,1-benzodiazaborinin-1-ol